(3-(6-(1-(difluoromethyl)-1H-pyrazol-4-yl)pyrrolo[2,1-f][1,2,4]triazin-4-yl)-3,8-diazabicyclo[3.2.1]oct-8-yl)((1R,2S)-2-fluorocyclopropyl)methanone FC(N1N=CC(=C1)C=1C=C2C(=NC=NN2C1)N1CC2CCC(C1)N2C(=O)[C@@H]2[C@H](C2)F)F